2-[2-[3-[4-(3-Phenylprop-2-enoxy)phenyl]prop-2-enoyl]phenyl]acetic acid C1(=CC=CC=C1)C=CCOC1=CC=C(C=C1)C=CC(=O)C1=C(C=CC=C1)CC(=O)O